(R)-2-amino-2-methyl-9-decenoic acid N[C@@](C(=O)O)(CCCCCCC=C)C